tert-butyl ((1r,4r)-4-(2-(4-(4-(2,6-dioxopiperidin-3-yl)-2-fluorophenyl)piperazin-1-yl)ethyl)cyclohexyl)carbamate O=C1NC(CCC1C1=CC(=C(C=C1)N1CCN(CC1)CCC1CCC(CC1)NC(OC(C)(C)C)=O)F)=O